2-cyclohexyl-2-(3-chloro-3-isopentyl-6-methylheptyl)-1-ethoxy-3-methoxypropane C1(CCCCC1)C(COCC)(COC)CCC(CCC(C)C)(CCC(C)C)Cl